C(C1=CC=CC=C1)ON=C1C2CCC(C2)C12CC1OC1C2 rac-6'-oxaspiro[bicyclo[2.2.1]heptane-2,3'-bicyclo[3.1.0]hexan]-3-one O-benzyl oxime